(E)-3-(2-methylquinolin-6-yl)-1-morpholinoprop-2-en-1-one CC1=NC2=CC=C(C=C2C=C1)/C=C/C(=O)N1CCOCC1